(S)-1-amino-2-(1-(but-2-ynyl)piperidin-2-yl)-4-(4-(pyridazin-3-ylcarbamoyl)phenyl)-1H-imidazole-5-carboxamide NN1C(=NC(=C1C(=O)N)C1=CC=C(C=C1)C(NC=1N=NC=CC1)=O)[C@H]1N(CCCC1)CC#CC